ClC1=C(C=C(OCC(=O)N[C@@H]2CN[C@H](CC2)C=2OC(=NN2)OC(C)CC(F)(F)F)C=C1)F 2-(4-chloro-3-fluorophenoxy)-N-[(3S,6R)-6-{5-[(4,4,4-trifluorobutan-2-yl)oxy]-1,3,4-oxadiazol-2-yl}piperidin-3-yl]acetamide